CC([C@H](C)N1C=NC(=C1)C=O)C {1-[(2S)-3-methylbutan-2-yl]-1H-imidazol-4-yl}methanone